9,9-dimethylxanthene disodium salt [Na].[Na].CC1(C2=CC=CC=C2OC=2C=CC=CC12)C